4-(1-((2-((6-azaspiro[3.4]octan-6-yl)methyl)-1H-indole-6-yl)methyl)-1H-1,2,3-triazole-4-yl)-6-(methylsilyl)-1H-indazole C1CCC12CN(CC2)CC=2NC1=CC(=CC=C1C2)CN2N=NC(=C2)C2=C1C=NNC1=CC(=C2)[SiH2]C